C(#N)C1=NC=C(C(=C1)C1=CC=2N(C=C1)N=C(C2)NC(=O)C2CC2)OCC2(CCCC2)O N-[5-[2-cyano-5-[(1-hydroxycyclopentyl)methoxy]-4-pyridyl]pyrazolo[1,5-a]pyridin-2-yl]cyclopropanecarboxamide